1-(4-chloro-3-fluorophenyl)-3-methylpyrrolidine-3-carbonyl chloride ClC1=C(C=C(C=C1)N1CC(CC1)(C(=O)Cl)C)F